2-(4-cyclopropyl-6-methoxypyrimidin-5-yl)-4-(4-(1-ethyl-4-(trifluoromethyl)-1H-imidazol-2-yl)-3-fluoro-5-methoxybenzyl)oxazolo[5,4-c]pyridine C1(CC1)C1=NC=NC(=C1C=1OC=2C(=NC=CC2N1)CC1=CC(=C(C(=C1)OC)C=1N(C=C(N1)C(F)(F)F)CC)F)OC